sodium laurate taurinate NCCS(=O)(=O)[O-].C(CCCCCCCCCCC)(=O)O.[Na+]